C(CC)[Si](OC)(OC)OC propyltrimethoxysilan